F\C(=C/C=1C=C(C(=O)N[C@@H]2[C@H](CCCC2)O)C=CC1C)\C=1C=NC=C(C1)NC1CCN(CC1)C 3-[(Z)-2-fluoro-2-{5-[(1-methylpiperidin-4-yl)amino]pyridin-3-yl}vinyl]-N-[(1S,2S)-2-hydroxycyclohexyl]-4-methylbenzamide